2-(2-((3R,4R)-3-amino-4-fluoropiperidin-1-yl)-5,6-difluoro-1H-benzo[d]imidazol-1-yl)-N-((R)-1-cyanoethyl)-N-methylacetamide N[C@@H]1CN(CC[C@H]1F)C1=NC2=C(N1CC(=O)N(C)[C@H](C)C#N)C=C(C(=C2)F)F